FC(C1=CC=C(CN2C=3N(C4=C(C2=O)CN(CC4)CC4=CC(=CC=C4)C#N)CCCN3)C=C1)(F)F 6-(4-Trifluoromethylbenzyl)-3-(3-cyanobenzyl)-1,2,3,4,6,8,9,10-octahydro-5H-pyrido[3,4-e]pyrimido[1,2-a]pyrimidin-5-one